3-oxotetrahydro-2H-pyran-4-carboxylic acid ethyl ester C(C)OC(=O)C1C(COCC1)=O